2-[5-(4-Methoxyphenyl)-2H-1,2,3-triazol-4-yl]-8-(trifluoromethyl)-2,3-dihydro-1H-quinazolin-4-one COC1=CC=C(C=C1)C=1C(=NNN1)C1NC2=C(C=CC=C2C(N1)=O)C(F)(F)F